2-(2,6-Dioxopiperidin-3-yl)-5-(1-(piperidin-4-ylmethyl)piperidin-3-yloxy)isoindoline-1,3-dione O=C1NC(CCC1N1C(C2=CC=C(C=C2C1=O)OC1CN(CCC1)CC1CCNCC1)=O)=O